trans-2-[4-(4-Chlorophenyl)-5-(4-pyridin-2-yloxycyclohexyl)-1,2,4-triazol-3-yl]-N,N-dimethylethanamin ClC1=CC=C(C=C1)N1C(=NN=C1[C@@H]1CC[C@H](CC1)OC1=NC=CC=C1)CCN(C)C